C(C1=CC=CC=C1)OC1=C2C=CC(=NC2=C(C=C1)C)C1=C(SC2=C1C=CC=C2)C 5-(Benzyloxy)-8-methyl-2-(2-methyl-1-benzothiophen-3-yl)quinoline